3-(furan-3-yl)-6-methyl-5,5-dioxido-6,11-dihydrodibenzo[c,f][1,2]thiazepin O1C=C(C=C1)C1=CC2=C(CC3=C(N(S2(=O)=O)C)C=CC=C3)C=C1